methyl 2-(7-(3-chlorophenyl)-4-oxofuro[2,3-d]pyridazin-5(4H)-yl)-2-methylpropanoate ClC=1C=C(C=CC1)C1=NN(C(C2=C1OC=C2)=O)C(C(=O)OC)(C)C